FC1=CC(=C(C=C1)SC=1C2=C(N=CN1)CNCC2)C(F)(F)F 4-((4-fluoro-2-(trifluoromethyl)phenyl)thio)-5,6,7,8-tetrahydropyrido[3,4-d]pyrimidine